rac-tert-Butyl 4-[(5-fluoro-3-pyridyl)methyl]-4-[[2-hydroxy-3-(1-piperidyl)propoxy]carbamoyl]piperidine-1-carboxylate FC=1C=C(C=NC1)CC1(CCN(CC1)C(=O)OC(C)(C)C)C(NOC[C@@H](CN1CCCCC1)O)=O |r|